C(C)N1C=C(C(C2=CC(=C(C(=C12)F)N1CC(CC1)CNCC)F)=O)C(=O)OCC ethyl 1-ethyl-4-oxo-6,8-difluoro-7-[3-(ethylaminomethyl) pyrrolidin-1-yl]-1,4-dihydro-quinoline-3-carboxylate